tert-butyl N-[1-[4-[4-[4-cyclopropyl-6-[difluoro(phenyl)methyl]pyrimidin-2-yl]piperazin-1-yl]sulfonylphenyl]-5-oxo-pyrrolidin-3-yl]carbamate C1(CC1)C1=NC(=NC(=C1)C(C1=CC=CC=C1)(F)F)N1CCN(CC1)S(=O)(=O)C1=CC=C(C=C1)N1CC(CC1=O)NC(OC(C)(C)C)=O